Tert-butyl 3-(bromomethyl)pyrrolidine-1-carboxylate BrCC1CN(CC1)C(=O)OC(C)(C)C